4-[2-(4-chloro-2-fluoro-phenyl)-4,4-difluoro-chroman-8-yl]-3,6-dihydro-2H-pyridine-1-carboxylic acid tert-butyl ester C(C)(C)(C)OC(=O)N1CCC(=CC1)C=1C=CC=C2C(CC(OC12)C1=C(C=C(C=C1)Cl)F)(F)F